((S)-1-((5-(4-aminobutoxy)-2-methylbenzyl)amino)-1-oxo-4-phenylbutan-2-yl)amino-5-oxopentanoic acid NCCCCOC=1C=CC(=C(CNC([C@H](CCC2=CC=CC=C2)NC(C(=O)O)CCC=O)=O)C1)C